NCC1(COCC1)O 3-(aminomethyl)tetrahydrofuran-3-ol